ClC1=NC=C(C#N)C=C1[N+](=O)[O-] 6-chloro-5-nitronicotinonitrile